C(CCCCCCC)SC1=NC(=NC(=N1)NC1=CC(OC(=C1)C(C)(C)C)C(C)(C)C)NC1=CC(OC(=C1)C(C)(C)C)C(C)(C)C 2-octylthio-4,6-bis-(3,5-di-tert-butyl-4-oxaanilino)-1,3,5-triazine